FC(OC[C@H]1N(C[C@H](C1)OC1=CC=C(C=C1)OC(F)(F)F)C1=CC=C(C(=O)OC)C=C1)(F)F methyl 4-((2S,4S)-2-((trifluoromethoxy)methyl)-4-(4-(trifluoromethoxy)phenoxy)pyrrolidin-1-yl)benzoate